N-(2,3-dihydroxypropyl)-4,4,5,5,6,6,7,7,8,8,9,9,10,10,11,11,11-heptadecafluoro-undecanamide OC(CNC(CCC(C(C(C(C(C(C(C(F)(F)F)(F)F)(F)F)(F)F)(F)F)(F)F)(F)F)(F)F)=O)CO